N[C@H](C(=O)N1[C@H]2C[C@H]2C[C@H]1C#N)C12CC3(CC(CC(C1)C3)C2)OCCN2CCN(CC2)C(=O)C=2NC(C=CC2)=O (1S,3S,5S)-2-((2S)-2-amino-2-(3-(2-(4-(6-oxo-1,6-dihydropyridine-2-carbonyl)piperazin-1-yl)ethoxy)adamantan-1-yl)acetyl)-2-azabicyclo[3.1.0]hexane-3-carbonitrile